N1C=C(C2=CC=CC=C12)C1=C(C(=O)NNC(=O)NC2=C(C=CC=C2)C)C=CC(=N1)C 1-(2-(1H-indol-3-yl)-6-methylnicotinoyl)-4-o-methylphenyl-semicarbazide